Cl.CNO N-methyl-hydroxyamine hydrochloride